hexafluoroisopropyl-pyromellitic acid FC(C(C(F)(F)F)C1=C(C(C(=O)O)=CC(=C1C(=O)O)C(=O)O)C(=O)O)(F)F